(2S,4R)-1-[(2S)-2-amino-3,3-dimethyl-butanoyl]-4-hydroxy-N-[(1S)-1-[4-(4-methylthiazol-5-yl)-phenyl]ethyl]pyrrolidine-2-carboxamide N[C@H](C(=O)N1[C@@H](C[C@H](C1)O)C(=O)N[C@@H](C)C1=CC=C(C=C1)C1=C(N=CS1)C)C(C)(C)C